C(CC)C1=CC=C(C=C1)NC1CCC(CC1)CNC(OC(C)(C)C)=O tert-butyl ((4-((4-propylphenyl)amino)cyclohexyl)methyl)carbamate